FC1=CC=C(C=C1)N1N=C(N=C1C1=CC=C(C=C1)C(C)C)CN1CCCCC1 ((1-(4-fluorophenyl)-5-(4-isopropylphenyl)-1H-1,2,4-triazol-3-yl)methyl)piperidine